2-(Acetoxymethyl)-4-(2-bromoacetyl)-3-fluoropyridine 1-oxide C(C)(=O)OCC1=[N+](C=CC(=C1F)C(CBr)=O)[O-]